Cl[Mo+](Cl)(Cl)Cl tetrachloromolybdenum(V)